5-chloro-2-methyl-N-((1r,4r)-4-((3-(3-methyl-2-oxo-2,3-dihydro-oxazolo[4,5-b]pyridin-6-yl)-2-oxo-2,3-dihydro-1H-benzo[d]imidazol-1-yl)methyl)cyclohexyl)nicotinamide ClC=1C=NC(=C(C(=O)NC2CCC(CC2)CN2C(N(C3=C2C=CC=C3)C=3C=C2C(=NC3)N(C(O2)=O)C)=O)C1)C